C(C)N1C=NC(=C1)C=1C(=NN(C1)CCCOC)C (1-ethyl-1H-imidazol-4-yl)-1-(3-methoxypropyl)-3-methyl-1H-pyrazole